O=C1NC(CCC1NC1=CC(=C(C=C1)C1CCN(CC1)C(C(=O)OC)CO)F)=O methyl 2-[4-[4-[(2,6-dioxo-3-piperidyl)amino]-2-fluoro-phenyl]-1-piperidyl]-3-hydroxy-propanoate